OC1(COCC2=C1NC(C1=C2C=C(S1)C=1C=NNC1)=O)C(F)(F)F 4-hydroxy-8-(1H-pyrazol-4-yl)-4-(trifluoromethyl)-1,3,4,5-tetrahydro-6H-pyrano[4,3-b]thieno[3,2-d]pyridin-6-one